CC=1C=C(C=C(C1)C)C1=C2C=C(C(C2=C(C=2CCCC12)C1=CC(=CC(=C1)C)C)[Si](C)(C)C1C(=CC2=C(C(=C(C=C12)C(C)(C)C)OC)C1=CC(=CC(=C1)C)C)C(C)C)C [4,8-bis(3,5-dimethylphenyl)-2-methyl-1,5,6,7-tetrahydro-s-indacen-1-yl][6-tert-butyl-4-(3,5-dimethylphenyl)-5-methoxy-2-isopropyl-1H-inden-1-yl]dimethylsilane